Stearyl sulfate S(=O)(=O)(OCCCCCCCCCCCCCCCCCC)[O-]